(R)-6-(4-(6-((4-cyano-2-fluorobenzyl)oxy)pyridin-2-yl)piperidin-1-yl)-7,8,9,10-tetrahydro-6H-benzo[4,5]imidazo[1,2-a]azepine-2-carboxylic acid C(#N)C1=CC(=C(COC2=CC=CC(=N2)C2CCN(CC2)[C@H]2C=3N(CCCC2)C2=C(N3)C=CC(=C2)C(=O)O)C=C1)F